(5R)-5-ethyl-5-methyl-3-(2-spiro[1H-isobenzofuran-3,1'-cyclopentane]-5-yloxypyrimidin-5-yl)imidazolidine-2,4-dione C(C)[C@@]1(C(N(C(N1)=O)C=1C=NC(=NC1)OC=1C=C2C(=CC1)COC21CCCC1)=O)C